2-oxoimidazolidinecarboxylate O=C1N(CCN1)C(=O)[O-]